N-(4-chlorophenyl)-1-methyl-9-(1H-pyrrolo[2,3-c]pyridin-4-yl)-6,7-dihydro-5H-benzo[c][1,2,3]triazolo[1,5-a]azepin-7-amine ClC1=CC=C(C=C1)NC1C2=C(C=3N(CC1)N=NC3C)C=CC(=C2)C2=C3C(=CN=C2)NC=C3